2,3-dihydro-2,3,3-trimethyl-1-(2-hydroxyethyl)-indol-5-ol CC1N(C2=CC=C(C=C2C1(C)C)O)CCO